CC(=C[Mg])C.[Br] bromine (2-methylpropan-1-en-1-yl)magnesium